Tert-Butyl 4-(Sulfamoylamino)Piperidine-1-Carboxylate S(N)(=O)(=O)NC1CCN(CC1)C(=O)OC(C)(C)C